C(C1=CC=CC=C1)(=O)COC([C@@H](CC=1C=C(C=C(C1Cl)CP(=O)(O)O)C1=CC=CC=C1)N)=O |r| (+/-)-α-amino-3-(4-chloro-5-phosphonomethyl-[1,1'-biphenyl]-3-yl)propanoic acid benzoylmethyl ester